ethylene glycol ditert-butyl ether C(C)(C)(C)OCCOC(C)(C)C